1,2,4-triazole-3-carbaldehyde N1N=C(N=C1)C=O